C(CC)C(COCCCOCCCO)CCC 3-(3-((2-propylpentyl)oxy)propoxy)propan-1-ol